2-Chloro-1-(6-(trifluoromethyl)pyridin-2-yl)ethan-1-one HBr Br.ClCC(=O)C1=NC(=CC=C1)C(F)(F)F